C(C)N(CCOC=1C=C2C(C3=C(C4=C(O3)C=C(C=C4)O)C(C2=CC1)=O)(C)C)CC 8-(2-Diethylamino-ethoxy)-3-hydroxy-6,6-dimethyl-6H-benzo[b]naphtho[2,3-d]furan-11-one